[Si](C)(C)(C(C)(C)C)OCC1C(COC1)(O)C 4-(((tert-butyldimethylsilyl)oxy)methyl)-3-methyltetrahydrofuran-3-ol